Tert-butyl (1R,3S,4S)-3-(hydroxymethyl)-2-azabicyclo[2.2.1]heptane-2-carboxylate OC[C@H]1N([C@@H]2CC[C@H]1C2)C(=O)OC(C)(C)C